2-(aminomethyl)-5-(ethylsulfonyl)benzamide NCC1=C(C(=O)N)C=C(C=C1)S(=O)(=O)CC